CN1N=CC(=C1)C1=NC=CC(=N1)C(=O)N 2-(1-methyl-1H-pyrazole-4-yl)pyrimidine-4-carboxamide